N1(CCNCC1)C(=O)OCC#N cyanomethyl piperazine-1-carboxylate